NC(C(=O)NC=1SC=C(N1)C1=CC(=CC=C1)C1=CC=NC=C1)CCN(C)C 2-amino-4-(dimethylamino)-N-(4-(3-(pyridin-4-yl)phenyl)thiazol-2-yl)butanamide